FC1(OC2=C(O1)C=CC(=C2)C2(C(NC1=C(C(=CC=C21)F)C(F)(F)F)=O)C2=CC=C(C=C2)O)F 3-(2,2-difluorobenzo[d][1,3]dioxol-5-yl)-6-fluoro-3-(4-hydroxyphenyl)-7-(trifluoromethyl)indol-2-one